C(CCCCC(C)C)S(=O)(=O)[O-] Isooctyl-sulfonate